Cl.C(C)N(CCOC(C1=CC=C(C=C1)[N+](=O)[O-])=O)CC 4-nitrobenzoic acid-2-(diethylamino)ethyl ester hydrochloride